N-((4-Fluorophenyl)sulfonyl)-2-(naphthalen-2-yloxy)acetamide FC1=CC=C(C=C1)S(=O)(=O)NC(COC1=CC2=CC=CC=C2C=C1)=O